(S)-N-(bis(4-chlorophenyl)methyl)-5-methyl-2-oxooxazolidine-5-carboxamide ClC1=CC=C(C=C1)C(NC(=O)[C@@]1(CNC(O1)=O)C)C1=CC=C(C=C1)Cl